CC1=C2CCNC2=CC(=C1)C(F)(F)F 4-methyl-6-(trifluoromethyl)indoline